C(CC)[S+](CCC)CCC trin-propylsulfonium